NC=1C=C2N=CC(N(C2=CC1Br)[C@@H](C)C1=CC(=CC=C1)OC(F)(F)F)=O 6-amino-7-bromo-1-[(1S)-1-[3-(trifluoromethoxy)phenyl]ethyl]quinoxalin-2-one